C(C=C)[C@](C(=O)O)(CC1=CC=C(C=C1)[N+](=O)[O-])O allyl-(R)-2-hydroxy-3-(4-nitrophenyl)propionic acid